dodecyl-sodium silver sulfate S(=O)(=O)([O-])[O-].[Ag+].C(CCCCCCCCCCC)[Na].[Ag+]